diethylammonium tetrakis(pentafluorophenyl)borate FC1=C(C(=C(C(=C1[B-](C1=C(C(=C(C(=C1F)F)F)F)F)(C1=C(C(=C(C(=C1F)F)F)F)F)C1=C(C(=C(C(=C1F)F)F)F)F)F)F)F)F.C(C)[NH2+]CC